BrC1=C(C=C(OC=2N(C=CN2)C)C=C1)OCOCC[Si](C)(C)C 2-(4-bromo-3-((2-(trimethylsilyl)ethoxy)methoxy)phenoxy)-1-methyl-1H-imidazole